8-(5-tert-butoxycarbonyl-2-norbornyloxycarbonyl)-tetracyclo[4.4.0.12,5.17,10]-3-dodecene C(C)(C)(C)OC(=O)C1C2CC(C(C1)C2)OC(=O)C2C1C3C4C=CC(C3C(C2)C1)C4